[SiH3]OC=1NC=CN1 siloxyimidazole